ClC=1C=C(C=C(C1)Cl)C1=NC(=CC(=C1)CNC)OC=1C=NC(=NC1)N1CCN(CC1)CCCS(=O)(=O)C 1-(2-(3,5-dichlorophenyl)-6-((2-(4-(3-(methylsulfonyl)propyl)piperazin-1-yl)pyrimidin-5-yl)oxy)pyridin-4-yl)-N-methylmethanamine